NCC/C=C/C1=C2CN(C(C2=CC=C1)=O)C1C(NC(CC1)=O)=O (E)-3-(4-(4-Aminobut-1-en-1-yl)-1-oxoisoindolin-2-yl)piperidine-2,6-dione